3-hydroxyisoindoline xylosyl-octanoate trans-tert-butyl-(4-aminocyclohexyl)carbamate C(C)(C)(C)N(C(O)=O)[C@@H]1CC[C@H](CC1)N.C1([C@H](O)[C@@H](O)[C@H](O)CO1)OC(CCCCCCC)=O.OC1NCC2=CC=CC=C12